NC1=C2C(N(C(C2=CC(=C1)Br)=O)CC1=CC=C(C=C1)OC)C1=C(C=CC(=C1)F)Cl 4-amino-6-bromo-3-(2-chloro-5-fluorophenyl)-2-[(4-methoxyphenyl)methyl]-2,3-dihydro-1H-isoindol-1-one